ClC1=C(CN2CC3(CCN(C3)C(=O)N3N=C(C=C3)C(=O)NC)CC2)C=C(C=C1)Cl 1-(7-(2,5-dichlorobenzyl)-2,7-diazaspiro[4.4]nonane-2-carbonyl)-N-methyl-1H-pyrazole-3-carboxamide